CC1=NNC2=NC=C(C=C21)CN2CCC1=CC=C(C=C21)C(=O)NC2=CC(=CC(=C2)C(F)(F)F)CN2CCCC2 1-((3-methyl-1H-pyrazolo[3,4-b]pyridin-5-yl)methyl)-N-(3-(pyrrolidin-1-ylmethyl)-5-(trifluoromethyl)phenyl)indoline-6-carboxamide